OC([C@@H]([C@H](N)C(=O)O)C)CO 4,5-dihydroxy-isoleucine